2-{2-[2-({[1-(3-chloro(2-pyridyl))-3-fluorocyclobutyl]methyl}amino)pyrimidin-5-yl]-1,3-thiazol-5-yl}acetamide ClC=1C(=NC=CC1)C1(CC(C1)F)CNC1=NC=C(C=N1)C=1SC(=CN1)CC(=O)N